6-[1-(dibutylcarbamoyl)indolizin-3-yl]-7-{[(3S)-3-(morpholin-4-ylmethyl)-3,4-dihydroisoquinoline-2(1H)-yl]carbonyl}-3,4-dihydroisoquinoline-2(1H)-carboxylic acid phenyl ester C1(=CC=CC=C1)OC(=O)N1CC2=CC(=C(C=C2CC1)C1=CC(=C2C=CC=CN12)C(N(CCCC)CCCC)=O)C(=O)N1CC2=CC=CC=C2C[C@H]1CN1CCOCC1